COC(=O)C=1SC=C(C1C(=O)OC)NC(NC1=C(C=C(C(=C1)S(=O)(=O)N1C=CC2=C(C=CC=C12)F)OC)F)=O 4-({[5-(4-fluoroindole-1-sulfonyl)-2-fluoro-4-methoxyphenyl]carbamoyl}amino)thiophene-2,3-dicarboxylic acid dimethyl ester